FC(C(=O)[O-])(F)F.[Co+3].C(C)(C)(C)C1=C(C(C=O)=CC(=C1)C(C)(C)C)O.C(C)(C)(C)C1=C(C(C=O)=CC(=C1)C(C)(C)C)O.FC(C(=O)[O-])(F)F.FC(C(=O)[O-])(F)F bis(3,5-di-T-butylsalicylaldehyde) cobalt (III) trifluoroacetate